ClC1=C(C=CC=C1C(=O)N1CCOCC1)NC1=C(C=C(C(=O)O)C=C1)C(C)(C)O 4-{[2-chloro-3-(morpholine-4-carbonyl)phenyl]amino}-3-(2-hydroxypropan-2-yl)benzoic acid